BrC1=C(C=C2C(=CC(=NC2=C1O[C@@H](C)C1=CC=CC=C1)OC[C@H](C)OC)N([C@@H]1CN(CC1)C(=O)OC(C)(C)C)C)I tert-butyl (3S)-3-[{7-bromo-6-iodo-2-[(2S)-2-methoxypropoxy]-8-[(1S)-1-phenylethoxy]quinolin-4-yl}(methyl)amino]pyrrolidine-1-carboxylate